5-amino-8-(2,6-dimethyl-4-pyridinyl)-7-phenyl-2-[1-(2-pyridinyl)ethyl]-[1,2,4]triazolo[4,3-c]pyrimidin-3-one NC1=NC(=C(C=2N1C(N(N2)C(C)C2=NC=CC=C2)=O)C2=CC(=NC(=C2)C)C)C2=CC=CC=C2